C(C)(C)NCCCCN N-isopropyl-1,4-butylenediamine